N-undecyl-N',N'-dipropylurea C(CCCCCCCCCC)NC(=O)N(CCC)CCC